2-Formyl-thiophene-3-carboxylic acid C(=O)C=1SC=CC1C(=O)O